4,4-difluoro-3,3-dimethyl-1-(4-methylpyrazolo[1,5-a]pyridin-3-yl)isoquinoline FC1(C(N=C(C2=CC=CC=C12)C=1C=NN2C1C(=CC=C2)C)(C)C)F